(R)-4-(2-((1-(5-chloro-6-oxo-1,6-dihydropyridazin-4-yl)pyrrolidin-3-yl)oxy)pyridin-4-yl)-N-(4-fluorophenyl)benzenesulfonamide ClC1=C(C=NNC1=O)N1C[C@@H](CC1)OC1=NC=CC(=C1)C1=CC=C(C=C1)S(=O)(=O)NC1=CC=C(C=C1)F